2-cyclopentyl-2-propanol C1(CCCC1)C(C)(C)O